C1=CC=C(C=2OC3=C(C21)C=CC=C3)C=3C(=NC(=C(C3C3=C(C=CC=C3)C3=NC(=NC(=N3)C3=CC=CC=C3)C3=CC=CC=C3)C3=CC=C(C=C3)N3C2=CC=CC=C2C=2C=C(C=CC32)C)C3=CC=CC2=C3OC3=C2C=CC=C3)C3=CC=C(C=C3)N3C2=CC=CC=C2C=2C=C(C=CC32)C 9,9'-((3,6-bis(dibenzo[b,d]furan-4-yl)-4-(2-(4,6-diphenyl-1,3,5-triazin-2-yl)phenyl)pyridine-2,5-diyl)bis(4,1-phenylene))bis(3-methyl-9H-carbazole)